4-((3R,4S)-4-((5,7-dimethyl-1H-indol-4-yl)oxy)-1-methylpiperidin-3-yl)benzoic acid CC=1C(=C2C=CNC2=C(C1)C)O[C@@H]1[C@@H](CN(CC1)C)C1=CC=C(C(=O)O)C=C1